Ethyldiiso-Propylamin C(C)N(C(C)C)C(C)C